N-(3-chloro-2-methylphenyl)-2-(methoxymethyl)-6-({[2-(trifluoromethyl)phenyl]carbonyl}amino)-1H-benzimidazole-4-carboxamide sulfate S(=O)(=O)(O)O.ClC=1C(=C(C=CC1)NC(=O)C1=CC(=CC=2NC(=NC21)COC)NC(=O)C2=C(C=CC=C2)C(F)(F)F)C